4-[6-(1-cyano-1-methylethyl)pyrazolo[1,5-a]pyridin-3-yl]-2-(difluoromethoxy)-N-[(1R,2S)-2-fluorocyclopropyl]-6-methoxybenzamide C(#N)C(C)(C)C=1C=CC=2N(C1)N=CC2C2=CC(=C(C(=O)N[C@H]1[C@H](C1)F)C(=C2)OC)OC(F)F